8-chloro-1-methylquinoxaline ClC=1C=CC=C2N=CCN(C12)C